Cl.NC/C(/CN1N=CN(C1=O)CC1=CC=C(S1)N1C(C2=CC=CC=C2CC1)=O)=C\F [5-(1-[(2E)-2-(aminomethyl)-3-fluoroprop-2-en-1-yl]-5-oxo-1,5-dihydro-4H-1,2,4-triazol-4-ylmethyl)thiophen-2-yl]-3,4-dihydroisoquinolin-1(2H)-one hydrochloride